COC=1N=C2C(=CC=NC2=CC1OC)OC1=C(C=C(C=C1)NC(=O)C=1C(=NC(=C(C1O)C1=CSC=C1)C)C)F N-[4-[(6,7-dimethoxy-1,5-naphthyridin-4-yl)oxy]-3-fluorophenyl]-4-hydroxy-2,6-dimethyl-5-thiophen-3-ylpyridine-3-carboxamide